COC1=C(C=C(C=C1)OC)S(=O)(=O)NC=1C=NC=2CCN(CC2C1)C(=O)OC(C)(C)C tert-butyl 3-((2,5-dimethoxyphenyl)sulfonamido)-7,8-dihydro-1,6-naphthyridine-6(5H)-carboxylate